ONC(CCCCCN1C(C2=CC=CC=3C2=C(C1=O)C=CC3)=O)=O N-hydroxy-1,3-dioxo-1H-benzo[de]isoquinoline-2(3H)-hexanamide